(2R,5S)-tert-butyl 4-(11-bromo-10-chloro-3-hydroxy-6-oxo-2,3,4,6-tetrahydro-[1,4]oxazepino[2,3,4-ij]quinazolin-8-yl)-2,5-dimethylpiperazine-1-carboxylate BrC1=C(C=C2C(=NC(N3C2=C1OCC(C3)O)=O)N3C[C@H](N(C[C@@H]3C)C(=O)OC(C)(C)C)C)Cl